(Ra)-6-(1-([1,1'-biphenyl]-4-ylmethyl)-5-bromo-1H-indazole-7-carboxamido)spiro[3.3]heptane-2-carboxylic acid C1(=CC=C(C=C1)CN1N=CC2=CC(=CC(=C12)C(=O)NC1CC2(CC(C2)C(=O)O)C1)Br)C1=CC=CC=C1